2-Aza-9H-Fluoren C1=NC=CC=2C3=CC=CC=C3CC12